tetramethylbutylperoxy neo-decanoate C(CCCCCC(C)(C)C)(=O)OOOC(C(CC)(C)C)(C)C